2-(1-cyclopropyl-1H-pyrazol-3-yl)-1-(2,6-diethylphenyl)-5-{[3-fluoro-4-(1-methyl-2-oxo-1,2-dihydropyridin-3-yl)phenyl]methyl}-6-hydroxy-1,4-dihydropyrimidin-4-one C1(CC1)N1N=C(C=C1)C=1N(C(=C(C(N1)=O)CC1=CC(=C(C=C1)C=1C(N(C=CC1)C)=O)F)O)C1=C(C=CC=C1CC)CC